FC=1C(=C(N2N=C(N=CC21)N[C@H]2[C@@H](COCC2)O)[C@H](C)C(C)(C)F)C#N 5-fluoro-7-((S)-3-fluoro-3-methylbutan-2-yl)-2-(((3S,4R)-3-hydroxytetrahydro-2H-pyran-4-yl)amino)pyrrolo[2,1-f][1,2,4]triazine-6-carbonitrile